perfluoro-n-butanesulfonic acid potassium salt [K+].FC(C(C(C(F)(F)F)(F)F)(F)F)(S(=O)(=O)[O-])F